C(C)OC=1C=C2CN(C(C2=CC1C(F)(F)F)=O)C1C(NC(CC1)=O)=O 3-(5-ethoxy-1-oxo-6-(trifluoromethyl)isoindolin-2-yl)piperidine-2,6-dione